C1N(CCC2=CC=CC=C12)CC=1OC=C(C(C1)=O)OC1CC2(C1)CN(CC2)C2=NC=CC=N2 2-((3,4-dihydroisoquinolin-2(1H)-yl)methyl)-5-((6-(pyrimidin-2-yl)-6-azaspiro[3.4]oct-2-yl)oxy)-4H-pyran-4-one